ClC=1C=C(C=CC1)[C@H](C(=O)N1CC2=C(CCC1)N=C(NC2=O)C2(CC2)C2=CC(=CC=C2)C2=C1C=NN(C1=CC=C2)C)O (R)-6-(2-(3-chlorophenyl)-2-hydroxyacetyl)-2-(1-(3-(1-methyl-1H-indazol-4-yl)phenyl)cyclopropyl)-3,5,6,7,8,9-hexahydro-4H-pyrimido[5,4-c]azepin-4-one